C(C)(=O)NS(=O)(=O)C1=CC=C(C=C1)NC(=O)C1=NC(=CN=C1N)C=1SC(=CC1)C N-(4-(N-acetylsulfamoyl)phenyl)-3-amino-6-(5-methylthiophen-2-yl)pyrazine-2-carboxamide